C12CN(CC(CC1)C2)[C@H]2[C@@H](CCC2)OC=2C=C1CN(C(C1=CC2)=O)C2C(NC(CC2)=O)=O 3-(5-(((1R,2R)-2-(3-azabicyclo[3.2.1]octan-3-yl)cyclopentyl)oxy)-1-oxoisoindolin-2-yl)piperidine-2,6-dione